O1CCN(CC1)CC1=CC2=C(NC(=N2)C2=NNC=C2NC2=NC(=NC=C2)OCCC2=CC=CC=C2)C=C1 N-(3-(5-(Morpholinomethyl)-1H-benzo[d]imidazol-2-yl)-1H-pyrazol-4-yl)-2-phenethoxypyrimidin-4-amine